ClC1=NC=CC(=C1NC(C1=C(C=C(C(=C1)F)NC(=O)N(CC)CC(F)F)O[C@H](C(F)(F)F)C)=O)C (S)-N-(2-chloro-4-methylpyridin-3-yl)-4-(3-(2,2-difluoroethyl)-3-ethylureido)-5-fluoro-2-((1,1,1-trifluoropropan-2-yl)oxy)benzamide